5-azauridine [C@@H]1([C@H](O)[C@H](O)[C@@H](CO)O1)N1C(=O)NC(=O)N=C1